C(C)(C)(C)OC(=O)NC1CCC(CC1)N(C(OC(C)(C)C)=O)CC(C1=CC=CC=C1)C=1C=C(C(=CC1)Cl)C1=C(C(=CC=C1C#N)F)F tert-butyl ((1r,4r)-4-((tert-butoxycarbonyl)amino)cyclohexyl)(2-(6-chloro-6'-cyano-2',3'-difluoro-[1,1'-biphenyl]-3-yl)-2-phenylethyl)carbamate